N-((2-chlorophenyl)carbamoyl)-4-cyclopropyl-2-fluoro-6-methoxy-benzamide ClC1=C(C=CC=C1)NC(=O)NC(C1=C(C=C(C=C1OC)C1CC1)F)=O